NC1=NC(=C(C=C1C=1C=C2CCNC(C2=CC1)=O)C=1C=C2CCC3(CCNCC3)OC2=CC1)F 6-(2-amino-6-fluoro-5-(spiro[chromane-2,4'-piperidin]-6-yl)pyridin-3-yl)-3,4-dihydroisoquinolin-1(2H)-one